ethane hydrate O.CC